2-fluoro-N-[4-fluoro-5-(2-morpholin-4-ylpyrimidin-5-yl)-2-[(3R,5S)-3,4,5-trimethylpiperazin-1-yl]phenyl]-5-(trifluoromethyl)benzamide FC1=C(C(=O)NC2=C(C=C(C(=C2)C=2C=NC(=NC2)N2CCOCC2)F)N2C[C@H](N([C@H](C2)C)C)C)C=C(C=C1)C(F)(F)F